COC1=CC=C(C=C1)CN1C2=NC(=NC=C2N=C1)C1=NC(=CC=C1)C(F)(F)F 9-[(4-methoxyphenyl)methyl]-2-[6-trifluoromethyl-pyridin-2-yl]Purine